iridium (III) (hexafluorophosphate) F[P-](F)(F)(F)(F)F.[Ir+3].F[P-](F)(F)(F)(F)F.F[P-](F)(F)(F)(F)F